1'-(4-amino-1-methylimidazo[1,5-a]quinoxaline-8-carbonyl)-1-methylspiro[indoline-3,4'-piperidin]-2-one NC=1C=2N(C3=CC(=CC=C3N1)C(=O)N1CCC3(CC1)C(N(C1=CC=CC=C13)C)=O)C(=NC2)C